(S)-1-(3-chloro-4-(3-((1r,3r,5S,7S)-3,5-dimethyladamantan-1-yl)ureido)benzoyl)-N-hydroxypiperidine-3-carboxamide ClC=1C=C(C(=O)N2C[C@H](CCC2)C(=O)NO)C=CC1NC(=O)NC12C[C@]3(C[C@](CC(C1)C3)(C2)C)C